1-methyl-2(1H)-quinoxalinone CN1C(C=NC2=CC=CC=C12)=O